C(C)OC(CCCC(OCCCC\C=C/CC)OCCCC\C=C/CC)=O 5,5-bis(((Z)-oct-5-en-1-yl)oxy)pentanoic acid ethyl ester